N-[3-[([3-cyclopropyl-1H-pyrazolo[3,4-b]pyridin-5-yl]oxy)methyl]-2,4-difluorophenyl]-5-fluoro-2-methoxypyridine-3-sulfonamide C1(CC1)C1=NNC2=NC=C(C=C21)OCC=2C(=C(C=CC2F)NS(=O)(=O)C=2C(=NC=C(C2)F)OC)F